ClC=1N=C2C(=C(C(N(C2=CC1)C)=O)C#N)N1C[C@H]2[C@@H](C1)CN([C@@H]2C)C(=O)OC(C)(C)C tert-butyl (1R,3aS,6aR)-5-(6-chloro-3-cyano-1-methyl-2-oxo-1,2-dihydro-1,5-naphthyridin-4-yl)-1-methylhexahydropyrrolo[3,4-c]pyrrole-2(1H)-carboxylate